CC1=C(C(=O)O)C=C(C(=C1C)C)NS(=O)(=O)CC1=CC=CC=C1 2,3,4-trimethyl-5-((phenylmethyl)sulfonamido)benzoic acid